CN(C(N(C)C)=N)C tetramethyl-guanidine